CC1(OB(OC1(C)C)C=1C=C2C(=NC=NC2=CC1)N)C 6-(4,4,5,5-tetramethyl-1,3,2-dioxaborolan-2-yl)-4-aminoquinazoline